C(C1=CC=CC=C1)N(C(O)=O)[C@@H](C1CCC(CC1)F)C=1OC2=C(N1)C=C(C=C2F)[C@@H](COC)C=2C(NC=C(C2)F)=O.C2(=CC=CC=1C3=CC=CC=C3NC21)C21C(C(=O)NC2=O)C=CC=C1 ortho-Carbazolyl-Phthalimide Benzyl-((S)-(7-fluoro-5-((R)-1-(5-fluoro-2-oxo-1,2-dihydropyridin-3-yl)-2-methoxy-ethyl)benzo[d]-oxazol-2-yl)((1r,4S)-4-fluorocyclohexyl)methyl)carbamate